C(OC1=C(C=C(C=C1)[N+](=O)[O-])[C@H]1CN(C(C1)=O)C(C)C)([O-])=O [(3S)-1-isopropyl-5-oxo-pyrrolidin-3-yl](4-nitrophenyl) carbonate